CC1=NOC(=C1C1=CC2=C(N(C(=N2)[C@@H]2COCC(N2)=O)[C@@H]2CC[C@H](CC2)OC)C=C1)C (R)-5-(5-(3,5-dimethylisoxazol-4-yl)-1-((trans)-4-methoxycyclohexyl)-1H-benzo[d]imidazol-2-yl)morpholine-3-one